2-[2-(trifluoromethoxy)phenyl]sulfonyl-2,6-diazaspiro[3.3]heptane FC(OC1=C(C=CC=C1)S(=O)(=O)N1CC2(C1)CNC2)(F)F